CP(OC[C@]1(N2[C@H](C[C@H](C1=O)CC2)C)COC)(OC[C@]2(N1[C@H](C[C@H](C2=O)CC1)C)COC)=O bis(((1S,2R,4R,6S)-2-(methoxymethyl)-6-methyl-3-oxoquinuclidin-2-yl) methyl) methylphosphonate